O1CCN(CCC1)C(=O)C1=CC2=C(C=N1)C(=NN2CC(F)(F)F)C#C[Si](C)(C)C 1,4-oxazepan-4-yl-[1-(2,2,2-trifluoroethyl)-3-(2-trimethylsilylethynyl)pyrazolo[4,3-c]pyridin-6-yl]methanone